7-fluoro-N-methyl-1H-indole-2-carboxamide FC=1C=CC=C2C=C(NC12)C(=O)NC